C(C)(CC)C1=CC=CC=C1 sec-Butylbenzene